OC1=CC=C(C=C1)C(CN1C[C@@H]2[C@H](C1)CC(C2)OC2=CC=NC=C2)=O 1-(4-hydroxyphenyl)-2-((3aR,5s,6aS)-5-(pyridin-4-yloxy)hexahydrocyclopenta[c]pyrrol-2(1H)-yl)ethanone